COC(=O)C1(CC2=C(C(=CC(=C2C1)C)COC)C)C(=O)OC 6-(methoxymethyl)-4,7-dimethyl-1,3-dihydro-2H-indene-2,2-dicarboxylic acid dimethyl ester